Tetrasodium L-glutamate diacetate C(CN([C@@H](CCC(=O)[O-])C(=O)[O-])CC(=O)[O-])(=O)[O-].[Na+].[Na+].[Na+].[Na+]